NC1=CC(=NO1)C1CCN(CC1)C(=O)N1C=CC2=CC=CC=C12 (4-(5-aminoisoxazol-3-yl)piperidin-1-yl)(1H-indol-1-yl)methanone